C(C)C(C(=O)N)CC 2-ethylbutyramide